7-fluoro-1,2,3,4-tetrahydro-cyclopenta[b]Indole-5-Carboxamide hydrochloride Cl.FC=1C=C2C3=C(NC2=C(C1)C(=O)N)CCC3